OC1=CC=C(C=C1)/C(=C(\CC)/C1=CC=CC=C1)/C1=CC=C(OC2CCN(CC2)CC2CCN(CC2)C=2C=C3CN(C(C3=CC2)=O)C2C(NC(CC2)=O)=O)C=C1 (Z)-3-(5-(4-((4-(4-(1-(4-hydroxyphenyl)-2-phenylbut-1-en-1-yl)phenoxy)piperidin-1-yl)methyl)piperidin-1-yl)-1-oxoisoindolin-2-yl)piperidine-2,6-dione